(S)-N-(4-(3-bromo-2-methylpropoxy)phenyl)-N-methylmethanesulfonamide BrC[C@H](COC1=CC=C(C=C1)N(S(=O)(=O)C)C)C